C(C)(C)(C)OC(=O)N1C[C@H](CC1)NC(=O)OCC (3S)-3-[(ethoxycarbonyl)amino]pyrrolidine-1-carboxylic acid tert-butyl ester